4-(7-bromo-2-chloro-8-fluoroquinazolin-4-yl)piperazine-1-carboxylic acid tert-butyl ester C(C)(C)(C)OC(=O)N1CCN(CC1)C1=NC(=NC2=C(C(=CC=C12)Br)F)Cl